5-(chlorosulfonyl)endo-cis-bicyclo[2.2.1]heptane ClS(=O)(=O)C1C2CCC(C1)C2